ClC=1C2=C(N=C(N1)CCCCC)CCC(N2)(C)C 4-chloro-6,6-dimethyl-2-pentyl-7,8-dihydro-5H-pyrido[3,2-d]pyrimidine